ethyl 2-tert-butoxycarbonylamino-4-chlorobutyrate C(C)(C)(C)OC(=O)NC(C(=O)OCC)CCCl